(S)-2-amino-3-(3-(5-((5-chloro-3-fluoropyridin-2-yl)oxy)pyridin-2-yl)-1H-pyrazol-1-yl)propan-1-ol N[C@H](CO)CN1N=C(C=C1)C1=NC=C(C=C1)OC1=NC=C(C=C1F)Cl